mercaptopropyl-mercaptosilane SCCC[SiH2]S